FMOC-aminocaproic acid CCCCC(C(=O)O)(C(=O)OCC1C2=CC=CC=C2C3=CC=CC=C13)N